1-(2-chlorophenyl)-3-(4-methyl-5-oxo-1-phenylpyrrolidin-3-yl)imidazolidine-2,4,5-trione ClC1=C(C=CC=C1)N1C(N(C(C1=O)=O)C1CN(C(C1C)=O)C1=CC=CC=C1)=O